CNC(=O)C1=CSC=2C1=NC(=CC2C(F)(F)F)N2CC1(CN(C1)C(=O)OC1CN(C1)C)C2 1-methylazetidin-3-yl 6-(3-(methylcarbamoyl)-7-(trifluoromethyl) thieno[3,2-b]pyridin-5-yl)-2,6-diazaspiro[3.3]heptane-2-carboxylate